F[C@@H](C=O)[C@@H](O)[C@H](O)[C@H](O)CO 2-Fluorodeoxy-D-glucose